NC=1C=C(C=C(C1)C(F)(F)F)[C@@H](C)NC1=CC(=NC2=NC=C(C=C12)N1CCOCC1)Cl (R)-N-(1-(3-amino-5-(trifluoromethyl)phenyl)ethyl)-2-chloro-6-morpholino-1,8-naphthyridin-4-amine